C(C=C)C(C(=O)OCC(CCC)CC)(C(=O)OCC(CCC)CC)C di(2-ethylpentyl) 2-allyl-2-methyl-malonate